COC1=C(C=C(CNC(=N)N)C=C1)C(F)(F)F 1-(4-methoxy-3-trifluoromethylbenzyl)guanidine